fluoro-N-(2-fluoro-4-(4-ethylpiperazin-1-yl)phenyl)-4-(1-isopropyl-1H-pyrazol-4-yl)pyrimidin-2-amine FC=1C(=NC(=NC1)NC1=C(C=C(C=C1)N1CCN(CC1)CC)F)C=1C=NN(C1)C(C)C